N=1N=C(N2C1CCCCC2)SC(C(=O)NC2=C(C1=C(S2)CCC1)C(=O)N)C 2-(2-{5H,6H,7H,8H,9H-[1,2,4]triazolo[4,3-a]azepin-3-ylsulfanyl}propanamido)-4H,5H,6H-cyclopenta[b]thiophene-3-carboxamide